p-(dihydroxyboryl)-benzylcarbamate OB(C1=CC=C(CNC([O-])=O)C=C1)O